Distearylamin C(CCCCCCCCCCCCCCCCC)NCCCCCCCCCCCCCCCCCC